3-Bromo-4,7-diazaindole BrC1=CNC2=NC=CN=C12